2-(oxan-4-yloxy)quinolin O1CCC(CC1)OC1=NC2=CC=CC=C2C=C1